C1(CC1)CN(C(OC(C)(C)C)=O)[C@H]1CN(CC1)C=1C=C2N=CC(=NC2=CC1)OS(=O)(=O)C(F)(F)F tert-butyl N-(cyclopropylmethyl)-N-[(3R)-1-[2-(trifluoromethanesulfonyloxy) quinoxalin-6-yl] pyrrolidin-3-yl]carbamate